C(C1=CC=CC=C1)N1CCC(CC1)C1OCC(NC1)=O 6-(1-benzylpiperidin-4-yl)morpholin-3-one